trans-3-[3-fluoro-4-[4-[[1-[4-[[5-fluoro-4-[3-(2-oxo-1,3-oxazinan-3-yl)phenyl]pyrimidin-2-yl]amino]cyclohexanecarbonyl]-4-piperidyl]methyl]piperazin-1-yl]anilino]piperidine-2,6-dione FC=1C=C(NC2C(NC(CC2)=O)=O)C=CC1N1CCN(CC1)CC1CCN(CC1)C(=O)[C@@H]1CC[C@H](CC1)NC1=NC=C(C(=N1)C1=CC(=CC=C1)N1C(OCCC1)=O)F